(R)-1-(5-Fluoropyridin-3-yl)-2-((3-((1r,4S)-4-methoxycyclohexyl)propyl)-amino)ethan-1-ol FC=1C=C(C=NC1)[C@H](CNCCCC1CCC(CC1)OC)O